(3-(2-methoxyethyl)pyrrolidin-3-yl)-5-(piperidin-1-ylmethyl)-5,6-dihydro-1,4,2-dioxazine COCCC1(CNCC1)C1=NOCC(O1)CN1CCCCC1